1-ethyl-3-methylimidazol dicyanamide salt [N-](C#N)C#N.C(C)N1CN(C=C1)C